CCCCCCCCCCCCCCCCCCCCCCCC(=O)N[C@@H](COP(=O)([O-])OCC[N+](C)(C)C)[C@@H](/C=C/CCCCCCCCCCCCC)O The molecule is a sphingomyelin d18:1 in which the ceramide N-acyl group is specified as lignoceroyl (tetracosanoyl). It has a role as a mouse metabolite. It is a sphingomyelin 42:1 and a sphingomyelin d18:1. It derives from a tetracosanoic acid.